CN(C)C(=[N+]1N=NC2=NC=CC=C21)N(C)C 1-[bis(dimethylamino)-methylene]-1H-1,2,3-triazolo[4,5-b]pyridinium